(5R)-2-(5-(5-chloropyrimidin-2-yl)-2-azabicyclo[2.2.1]heptan-2-yl)-4-((1-(Hydroxymethyl)cyclobutyl)amino)-6,7-dihydrothieno[3,2-d]pyrimidine ClC=1C=NC(=NC1)[C@H]1C2CN(C(C1)C2)C=2N=C(C1=C(N2)CCS1)NC1(CCC1)CO